3-(3-(2-(2,6-dioxopiperidin-3-yl)-1-oxoisoindolin-5-yl)-2-oxoimidazolidin-1-yl)benzonitrile O=C1NC(CCC1N1C(C2=CC=C(C=C2C1)N1C(N(CC1)C=1C=C(C#N)C=CC1)=O)=O)=O